3-methyl-2-(oct-1,5-dien-2-yl)cyclopent-2-en-1-one CC1=C(C(CC1)=O)C(=C)CCC=CCC